Ethyl 3-(1,1-difluoroethyl)-4-iodo-pyrazole-5-carboxylate FC(C)(F)C1=NNC(=C1I)C(=O)OCC